ClC=1C=C(CC=2C=CC(=NC2)C=2C(=NN(C(C2)=O)CC)C(=O)N)C=CC1Cl (5-(3,4-dichlorobenzyl)pyridin-2-yl)-1-ethyl-6-oxo-1,6-dihydropyridazine-3-carboxamide